COC1=C(C(=CC=C1)SC)B(O)O 2-METHOXY-6-METHYLTHIOPHENYLBORONIC ACID